N-vinylsuccinamidic acid C(=C)NC(CCC(=O)O)=O